DimethoxybenzylideneDioxoimidazolidine Octyl-propionate C(CCCCCCC)OC(CC)=O.CON1C(N(C(C1=O)=O)OC)=CC1=CC=CC=C1